2-((2S,3R)-3-((tert-butoxycarbonyl)amino)-2-hydroxy-4-phenylbutanamido)-2-(2,4-difluoro-3-(trifluoromethyl)phenyl)acetic acid C(C)(C)(C)OC(=O)N[C@@H]([C@@H](C(=O)NC(C(=O)O)C1=C(C(=C(C=C1)F)C(F)(F)F)F)O)CC1=CC=CC=C1